C1=CC=C(C(=C1)C(=O)[O-])O[C@H]2[C@@H]([C@H]([C@@H]([C@H](O2)CO)O)O)O The molecule is a benzoate resulting from the removal of a proton from the carboxylic acid group of 2-(beta-D-glucopyranosyloxy)benzoic acid. It is a conjugate base of a 2-(beta-D-glucopyranosyloxy)benzoic acid.